1-n-Butyl-5-tert-butyl-4-hydroxy-3-isopropyl-pyrazol C(CCC)N1N=C(C(=C1C(C)(C)C)O)C(C)C